(8'-(azetidin-1-yl)-4'H-spiro[cyclopropane-1,5'-naphtho[2,1-d]isoxazol]-3'-yl)((4-carboxylato-2,6-dimethoxyphenyl)sulfonyl)amide N1(CCC1)C1=CC=C2C3(CC=4C(=NOC4C2=C1)[N-]S(=O)(=O)C1=C(C=C(C=C1OC)C(=O)[O-])OC)CC3